3-Fluoro-5-[(3S)-2-[1-[5-fluoro-6-(2-methylimidazol-1-yl)pyrimidin-4-yl]piperidine-4-carbonyl]isoxazolidin-3-yl]benzonitrile FC=1C=C(C#N)C=C(C1)[C@H]1N(OCC1)C(=O)C1CCN(CC1)C1=NC=NC(=C1F)N1C(=NC=C1)C